FC=1C(=NC=C(C1)B1OC(C(O1)(C)C)(C)C)C(=O)NC 3-Fluoro-N-methyl-5-(4,4,5,5-tetramethyl-1,3,2-dioxaborolan-2-yl)picolinamide